ClC=1C(=NC(=NC1)NC1=CC(=C(C=C1)C)CS(=O)(=O)C)C=1C=C2C(NC(C2=CC1)=O)(C)C 5-(5-Chloro-2-((4-methyl-3-((methylsulfonyl)methyl)phenyl)amino)pyrimidin-4-yl)-3,3-dimethyl-Isoindolin-1-one